CN(CCN(C=1C(=CC(=CC1)NC=1N=C(C2=C(N1)N(C=C2)S(=O)(=O)C2=CC=C(C)C=C2)C2=CNC1=CC=C(C=C21)C)N(C)C)C)C N1-(2-(dimethylamino)ethyl)-N1,N2,N2-trimethyl-N4-(4-(5-methyl-1H-indol-3-yl)-7-tosyl-7H-pyrrolo[2,3-d]pyrimidin-2-yl)benzene-1,2,4-triamine